FC1=C(C=CC(=C1)[N+](=O)[O-])C(F)(F)F 2-fluoro-4-nitrotrifluoromethylbenzene